N-(4-(4-amino-3-(3-chloro-4-((4-methylpyrimidin-2-yl)oxy)phenyl)-7-(1-methyl-1H-pyrazol-4-yl)thieno[3,2-c]pyridin-2-yl)-3-(difluoromethyl)phenyl)methacrylamide NC1=NC=C(C2=C1C(=C(S2)C2=C(C=C(C=C2)NC(C(=C)C)=O)C(F)F)C2=CC(=C(C=C2)OC2=NC=CC(=N2)C)Cl)C=2C=NN(C2)C